ethyl (2S)-1-[(diphenylmethylene) amino]-2-methylcyclopropane-1-carboxylate C1(=CC=CC=C1)C(C1=CC=CC=C1)=NC1([C@H](C1)C)C(=O)OCC